(1R,2S,3R)-N-[7-chloro-6-[4-((3R,4R)-4-fluoro-3-methyl-tetrahydrofuran-3-yl)piperazin-1-yl]-3-isoquinolinyl]-2-methyl-3-(1-methylpyrazol-4-yl)cyclopropanecarboxamide ClC1=C(C=C2C=C(N=CC2=C1)NC(=O)[C@@H]1[C@H]([C@H]1C=1C=NN(C1)C)C)N1CCN(CC1)[C@@]1(COC[C@@H]1F)C